CC1CC=2N(C3=CC=CC=C3C2C(C1)=O)NC(C)=O N-(2-methyl-4-oxo-1,2,3,4-tetrahydro-9H-carbazol-9-yl)acetamide